FC1(CCC(CC1)C=1C=2N(N=C(C1)[C@@H]1C[C@@H](OCC1)C1=CN(C(C=C1)=O)C(C)C)C(C(=C(N2)C)C)=O)F 9-(4,4-difluorocyclohexyl)-7-[(2R,4S)-2-(1-isopropyl-6-keto-3-pyridyl)tetrahydropyran-4-yl]-2,3-dimethyl-pyrimido[1,2-b]pyridazin-4-one